C(C)(C)(C)OC(=O)N1CCC(=CC1)C1=NC2=C(C=CC=C2C(N1)=O)Cl 4-(8-chloro-4-oxo-3,4-dihydroquinazolin-2-yl)-3,6-dihydropyridine-1(2H)-carboxylic acid tert-butyl ester